N1CC(CC1)C1CCN(CC1)C(=O)OCC1=CC=CC=C1 benzyl 4-(pyrrolidin-3-yl)piperidine-1-carboxylate